BrC1=CC(=NC=C1)N1CCOC2(CNC2)C1 8-(4-bromo-2-pyridinyl)-5-oxa-2,8-diazaspiro[3.5]nonane